(1,5-bis(benzyloxy)-3-cyanopentan-3-yl)pentanamide C(C1=CC=CC=C1)OCCC(CCOCC1=CC=CC=C1)(C#N)C(C(=O)N)CCC